ClC=1C=CC2=C(C[C@@H](CC=3N2C(=NN3)[C@@H]3CC[C@H](CC3)OC3=NC=CC=C3)N(C)C)C1 (5S)-8-chloro-N,N-dimethyl-1-[trans-4-(pyridin-2-yloxy)cyclohexyl]-5,6-dihydro-4H-[1,2,4]triazolo[4,3-a][1]benzazepine-5-amine